isopropyl (3-(5-methyl-6-(1-((tetrahydro-2H-pyran-2-yl)methyl)-1H-1,2,3-triazol-4-yl)pyridin-3-yl)prop-2-yn-1-yl)carbamate CC=1C=C(C=NC1C=1N=NN(C1)CC1OCCCC1)C#CCNC(OC(C)C)=O